6-Chloro-1-methyl-8-(4-phenoxy-phenyl)-9H-pyrido[3,4-b]indole ClC=1C=C2C3=C(NC2=C(C1)C1=CC=C(C=C1)OC1=CC=CC=C1)C(=NC=C3)C